3-(5-(difluoromethyl)-1,3,4-thiadiazol-2-yl)-8-(3-(methoxymethyl)piperazin-1-yl)-N-(1-methylcyclopropyl)imidazo[1,5-a]pyridine-6-sulfonamide formate C(=O)O.FC(C1=NN=C(S1)C1=NC=C2N1C=C(C=C2N2CC(NCC2)COC)S(=O)(=O)NC2(CC2)C)F